1-[2-[1-(Cyclobutylmethyl)-5-methyl-pyrazol-4-yl]-6-[5-[(6-methylpyridazin-3-yl)amino]benzimidazol-1-yl]-3-pyridyl]ethanol C1(CCC1)CN1N=CC(=C1C)C1=NC(=CC=C1C(C)O)N1C=NC2=C1C=CC(=C2)NC=2N=NC(=CC2)C